OC1=CC=C(C=C1)C1=NN=CC2=CC=CC=C12 4-(4-hydroxyphenyl)-2,3-naphthyridin